(S)-1-(4-cyanopyrimidin-2-yl)-N-((S)-1-(3,3-difluorocyclobutylcarbamoyl)-7-methyl-2,3-dihydro-1H-inden-1-yl)-N-(3,5-difluorophenyl)-5-oxopyrrolidine-2-carboxamide C(#N)C1=NC(=NC=C1)N1[C@@H](CCC1=O)C(=O)N(C1=CC(=CC(=C1)F)F)[C@]1(CCC2=CC=CC(=C12)C)C(NC1CC(C1)(F)F)=O